(+)-4-(4-{[4-(Difluoromethyl)-2-(trifluoromethyl)phenoxy]methyl}-3-methoxyphenyl)-2H,4H,5H,6H,7H-pyrazolo[3,4-b]pyridin-6-on FC(C1=CC(=C(OCC2=C(C=C(C=C2)C2C=3C(NC(C2)=O)=NNC3)OC)C=C1)C(F)(F)F)F